(S)-3-(benzo[d][1,3]dioxolan-5-yl)-6-((1-(pyridin-4-yl)ethyl)amino)-4H-pyrano[2,3-c]pyridin-4-one O1COC2=C1C=CC(=C2)C=2C(C=1C(=CN=C(C1)N[C@@H](C)C1=CC=NC=C1)OC2)=O